NC/C(/COC1=CC2=C(N=C(O2)NCC=2C=NC(=CC2)OC)C=C1)=C/F (Z)-6-((2-(aminomethyl)-3-fluoroallyl)oxy)-N-((6-methoxypyridin-3-yl)methyl)benzo[d]oxazol-2-amine